FC([C@@H]1[C@@H](C1)N)F |r| rac-(1R,2S)-2-(difluoromethyl)cyclopropanamine